(R)-3-[(S)-1-(5-cyclopropyl-1H-benzoimidazol-2-yl)-2-phenyl-ethyl]-5-[4-(2-hydroxy-ethoxy)-phenyl]-imidazoline-2,4-dione C1(CC1)C1=CC2=C(NC(=N2)[C@H](CC2=CC=CC=C2)N2C(N[C@@H](C2=O)C2=CC=C(C=C2)OCCO)=O)C=C1